CN(C(=O)C=1C=C(C=CC1)C1=CC=C(C=C1)S(=O)(=N)[C@@H]1CC[C@H](CC1)NC1=CC=C(C=C1)S(F)(F)(F)(F)F)C N,N-dimethyl-4'-{[trans-4-{[4-(pentafluoro-λ6-sulfanyl)phenyl]Amino}cyclohexyl]sulfonimidoyl}-[1,1'-biphenyl]-3-carboxamide